FC=1C(=NC(=NC1)NC1=CC=C(C=C1)S(=O)(=O)NC1CCNCC1)C1=CC2=C(OCCN2C(C)C)C(=C1)F 4-((5-fluoro-4-(8-fluoro-4-isopropyl-3,4-dihydro-2H-benzo[b][1,4]oxazin-6-yl)pyrimidin-2-yl)amino)-N-(piperidin-4-yl)benzenesulfonamide